6-(3-amino-2-methoxyphenyl)-5-{3-fluoro-4-[(6-methylpyridin-2-yl)oxy]phenyl}-7,8-dihydro-6H-imidazo[2',3':5,1]pyrrolo[2,3-d]Pyrimidine-4-amine NC=1C(=C(C=CC1)N1CCN2C1=C(C1=C2N=CN=C1N)C1=CC(=C(C=C1)OC1=NC(=CC=C1)C)F)OC